CNC1=NC=2N(C3=CC(=CC=C13)C=C)C=NN2 N-methyl-8-vinyl-[1,2,4]triazolo[4,3-a]quinazolin-5-amine